6-{3-[(4-cyclohexyl-3-oxopiperazin-1-yl)carbonyl]-4-fluorobenzyl}-4,5-dimethyl-3-oxo-2,3-dihydropyridazin-1-ium trifluoroacetate FC(C(=O)[O-])(F)F.C1(CCCCC1)N1C(CN(CC1)C(=O)C=1C=C(CC=2C(=C(C(N[NH+]2)=O)C)C)C=CC1F)=O